(1S,2R,3S,5S)-8-(benzyloxy)-3-hydroxy-2,5-dimethyl-7,9-dioxo-N-(2,4,6-trifluorobenzyl)-2,3,4,5,7,9-hexahydro-1,6-methanopyrido[1,2-b][1,2,5]triazonine-10-carboxamide C(C1=CC=CC=C1)OC=1C(C(=CN2N3[C@@H]([C@H](C[C@@H](N(C(C21)=O)C3)C)O)C)C(=O)NCC3=C(C=C(C=C3F)F)F)=O